(6E,10E)-12-{[(2E)-4-bromobut-2-en-1-yl]oxy}-2,6,10-trimethyldodeca-2,6,10-triene BrC/C=C/COC/C=C(/CC/C=C(/CCC=C(C)C)\C)\C